C1(=CC=CC=C1)C=CCC1=CC=CC=C1 1,3-diphenylpropene